N1(CCCCCC1)C1=NC=C(C=C1C(=O)NC1=CC(=CC=C1)S(N)(=O)=O)Br 2-(azepan-1-yl)-5-bromo-N-(3-sulfamoyl-phenyl)pyridine-3-carboxamide